C(C)OC1=NC(=NC(=N1)Cl)Cl 2-Ethoxy-4,6-dichloro-1,3,5-triazine